N-(5-chloro-6-(2H-1,2,3-triazol-2-yl)pyridin-3-yl)-2,2',4',5-tetrafluoro-[1,1'-biphenyl]-4-carboxamide ClC=1C=C(C=NC1N1N=CC=N1)NC(=O)C1=CC(=C(C=C1F)C1=C(C=C(C=C1)F)F)F